tert-butyl 3-(4-methyl-3-((1-(7-(1-methyl-1H-pyrazol-3-yl)quinolin-5-yl)cyclopropyl)carbamoyl)phenyl)-3,8-diazabicyclo[3.2.1]octane-8-carboxylate CC1=C(C=C(C=C1)N1CC2CCC(C1)N2C(=O)OC(C)(C)C)C(NC2(CC2)C2=C1C=CC=NC1=CC(=C2)C2=NN(C=C2)C)=O